1-(4-chloro-3-fluorophenyl)-5-(chloromethyl)-1H-1,2,3,4-tetrazole ClC1=C(C=C(C=C1)N1N=NN=C1CCl)F